FC(C(=O)O)(F)F.CC(CC(CCCCCC)=O)=O decane-2,4-dione trifluoroacetate